C(C1=CC=CC=C1)N1C=NC2=C1C=C(C=C2C2=CC=CC=C2)NC2=NC=C(C=N2)C#N (1-benzyl-4-phenyl-1H-benzo[d]imidazol-6-yl)aminopyrimidine-5-carbonitrile